OC1=NC(=C(C=C1C(=O)OC)C)C(F)(F)F methyl 2-hydroxy-5-methyl-6-(trifluoromethyl)pyridine-3-carboxylate